CN1C2=C(CC[C@@H](C1=O)NC(C1=NC=CC(=C1)OC1=CC=CC=C1)=O)C=CC(=C2)C#CC(C)(N2CCN(CC2)C)C (S)-N-(1-Methyl-8-(3-methyl-3-(4-methylpiperazin-1-yl)but-1-yn-1-yl)-2-oxo-2,3,4,5-tetrahydro-1H-benzo[b]azepin-3-yl)-4-phenoxypicolinamide